3-nitro-1,2,3-triazole [N+](=O)([O-])N1N=NC=C1